C(C1=CC=CC=C1)N1CC=2C=CC(=NC2C(C1)C)C=1CCN(CC1)C(=O)OC(C)(C)C Tert-butyl 4-(6-benzyl-8-methyl-5,6,7,8-tetrahydro-1,6-naphthyridin-2-yl)-3,6-dihydropyridine-1(2H)-carboxylate